C1(=CC=CC=C1)N([Si](CC)(CC)CC)CC1=C(C=CC=C1)O 2-((phenyl-(triethylsilyl)amino)methyl)phenol